O1C(=NC2=C1C=CC=C2)C2=CC=C(C=C2)NC2=CC=C(C=C2)C=2SC1=C(C2)C=CC=C1 (4-benzoxazol-2-yl-phenyl)-(4-benzothien-2-yl-phenyl)-amine